(S)-5-(5-cyclopropyl-1,2,4-oxadiazol-3-yl)-N-(2-methylpyridin-4-yl)-2,3-dihydro-1H-indene-1-carboxamide C1(CC1)C1=NC(=NO1)C=1C=C2CC[C@@H](C2=CC1)C(=O)NC1=CC(=NC=C1)C